OB1OCC2=C1C(=CC(=C2)\C=N\N(C2=NS(C1=C2C=CC=C1)(=O)=O)CC(C)C)OC N-[(E)-(1-Hydroxy-7-methoxy-3H-2,1-benzoxaborol-5-yl)methylenamino]-N-isobutyl-1,1-dioxo-1,2-benzothiazol-3-amin